FC=1C=CC(=C(C1)C(C)NC1=NC=2N(C=C1)N=CC2I)OC N-(1-(5-fluoro-2-methoxyphenyl)ethyl)-3-iodopyrazolo[1,5-a]pyrimidin-5-amine